3-amino-5-methylisoxazole NC1=NOC(=C1)C